ClC1=NC(=NC(=N1)N[C@@H](CO)CC(C)C)CC(C)C1=CC=C(C#N)C=C1 4-(1-(4-Chloro-6-(((R)-1-hydroxy-4-methylpent-2-yl)amino)-1,3,5-triazin-2-yl)propan-2-yl)benzonitrile